CN1C(=CC=C1)CO ((S)-1-methylpyrrol-2-yl)methanol